FC1=C2C3=C(NC2=C(C=C1F)NC)N=CC(=C3N3CC1(CN(C1)C)CC3)C=3C=C1C(C(=CN(C1=NC3)C)C(=O)O)=O 6-[5,6-difluoro-8-(methylamino)-4-(2-methyl-2,6-diazaspiro[3.4]oct-6-yl)-9H-pyrido[2,3-b]indol-3-yl]-1-methyl-4-oxo-1,8-naphthyridine-3-carboxylic acid